BrC1=C(C=CC=C1)C1=NCC2=NN=C(N2C=2SC=3CC(CC3C12)C(=O)O)C 9-(2-bromophenyl)-3-methyl-16-thia-2,4,5,8-tetraazatetracyclo[8.6.0.02,6.011,15]hexadeca-1(10),3,5,8,11(15)-pentaene-13-carboxylic acid